3-methanesulfonyl-propylamine hydrochloride Cl.CS(=O)(=O)CCCN